[N+](=O)([O-])C1=C(C=C(C=C1)OC1=C(C(=C(C(=C1F)F)F)F)F)S(=O)(=O)N 2-nitro-5-(2,3,4,5,6-pentafluorophenoxy)benzenesulfonamide